3-(1H-pyrazol-3-yl)-2H-pyrazolo[4,3-b]pyridine N1N=C(C=C1)C=1NN=C2C1N=CC=C2